F[C@]([C@H](C=O)O)(O)[C@H](O)[C@H](O)CO 3-fluoroglucose